C(C1=CC=CC=C1)OC(=O)N1[C@H](CC[C@H](C1)NC=1C2=C(N=C(N1)Cl)N(C=C2Cl)COCC[Si](C)(C)C)C (2S,5R)-benzyl-5-((2,5-dichloro-7-((2-(trimethylsilyl)ethoxy)methyl)-7H-pyrrolo[2,3-d]pyrimidin-4-yl)amino)-2-methylpiperidine-1-carboxylate